(5-(6-((6-methoxypyridin-2-yl)(methyl)amino)-1H-imidazo[4,5-c]pyridin-2-yl)-1H-pyrrol-3-yl)(2-(trifluoromethyl)phenyl)methanone COC1=CC=CC(=N1)N(C1=CC2=C(C=N1)N=C(N2)C2=CC(=CN2)C(=O)C2=C(C=CC=C2)C(F)(F)F)C